COCC(C(=O)N)(C1=CC=C(C=C1)C)C1=CC=C(C=C1)C methoxy-2,2-bis(4-methylphenyl)propionamide